2-(2-quinolyl)-1,3-indandione N1=C(C=CC2=CC=CC=C12)C1C(C2=CC=CC=C2C1=O)=O